4-(5-((3aR,6aS)-hexahydropyrrolo[3,4-c]pyrrol-2(1H)-yl)pyrazin-2-yl)-6-(1-methyl-1H-pyrazol-4-yl)pyrazolo[1,5-a]pyridine-3-carbonitrile hydrochloride Cl.C1N(C[C@@H]2[C@H]1CNC2)C=2N=CC(=NC2)C=2C=1N(C=C(C2)C=2C=NN(C2)C)N=CC1C#N